3-ethyl-imidazole bromine salt [Br].C(C)N1C=NC=C1